isopropyl trans-N-[4-[5-[2-(ethylsulfamoyl)-4-[[[1-(2-trimethylsilylethoxymethyl)imidazol-2-yl]amino]methyl]phenyl]thiazol-2-yl]cyclohexyl]carbamate C(C)NS(=O)(=O)C1=C(C=CC(=C1)CNC=1N(C=CN1)COCC[Si](C)(C)C)C1=CN=C(S1)[C@@H]1CC[C@H](CC1)NC(OC(C)C)=O